4-[3-[[(4S)-8-chlorochroman-4-yl]carbamoylamino]pyrazol-1-yl]benzoic acid ClC=1C=CC=C2[C@H](CCOC12)NC(=O)NC1=NN(C=C1)C1=CC=C(C(=O)O)C=C1